ethyl 2-[(6R)-6-fluoro-6,7-dihydro-5H-pyrrolo[1,2-c]imidazol-1-yl]-2-oxo-acetate F[C@@H]1CC=2N(C=NC2C(C(=O)OCC)=O)C1